ClC1=CC=C(C=C1)C[C@@H](C(=O)N[C@@H](C[C@H]1C(NCC1)=O)C(C(=O)NCC)O)NC(OC(C(F)(F)C1=CC(=CC=C1)Cl)C1=CC=CC=C1)=O 2-(3-chlorophenyl)-2,2-difluoro-1-phenylethyl ((2S)-3-(4-chlorophenyl)-1-(((2S)-4-(ethylamino)-3-hydroxy-4-oxo-1-((S)-2-oxopyrrolidin-3-yl)butan-2-yl)amino)-1-oxopropan-2-yl)carbamate